CN(C)CCOCCN(C)C Bis-[2-(N,N-dimethylamino)-ethyl] ether